di(hydroxyethyl)oleylmethylammonium OCC[N+](C)(CCCCCCCC\C=C/CCCCCCCC)CCO